C(C)(C)(C)OC(=O)NCC(CC(C)C)N1C(=CC2=C1N=C(N=C2)Cl)C(=O)O 7-[1-[(tert-Butoxycarbonylamino)methyl]-3-methyl-butyl]-2-chloro-pyrrolo[2,3-d]pyrimidine-6-carboxylic acid